FC1=C(C(=CC2=C1C[C@@H](CO2)NCCCC2=CC=CC=C2)O)N2CC(NS2(=O)=O)=O 5-{(3S)-5-fluoro-7-hydroxy-3-[(3-phenylpropyl)amino]-3,4-dihydro-2H-1-benzopyran-6-yl}-1λ6,2,5-thiadiazolidine-1,1,3-trione